C(C)(C)C1=C(C2(C3=CC=CC=C13)CCC(CC2)=O)C 3'-isopropyl-2'-methyl-spiro[cyclohexane-4,1'-inden]-1-one